BrC=1C=CC=2N(C3=CC=C(C=C3SC2C1)Br)C(C)=O 3,7-dibromo-10-acetylphenothiazine